(1R)-1-methyl-1,2,3,4-tetrahydro-isoquinoline C[C@H]1NCCC2=CC=CC=C12